2,5,8,11,14,17,20,23-octaoxahexacosan-26-al COCCOCCOCCOCCOCCOCCOCCOCCC=O